5-((1-(6-amino-5-(2,3-dichlorophenyl)pyrazin-2-yl)-4-methylpiperidin-4-yl)amino)-5-oxopentanoic acid methyl ester COC(CCCC(=O)NC1(CCN(CC1)C1=NC(=C(N=C1)C1=C(C(=CC=C1)Cl)Cl)N)C)=O